N1=C(C=NC=C1)N1C=C(CC2=CC=CN=C12)C(=O)O 1-(pyrazin-2-yl)-1,4-dihydro-1,8-naphthyridine-3-carboxylic acid